ClC1=CC=C(C=C1)C(C(F)(F)F)N(S(=O)(=O)C1=CC(N(C=C1F)C)=O)CC N-(1-(4-chlorophenyl)-2,2,2-trifluoroethyl)-N-ethyl-5-fluoro-1-methyl-2-oxo-1,2-dihydropyridine-4-sulfonamide